OCCN(S(=O)(=O)C1=CC(=CC=C1)B1OC(C(O1)(C)C)(C)C)CCO N,N-bis(2-hydroxyethyl)-3-(4,4,5,5-tetramethyl-1,3,2-dioxaborolan-2-yl)benzenesulfonamide